2-Methylazetidin-3-ol CC1NCC1O